methyl (2S)-4,4-dimethylpyrrolidine-1,2-dicarboxylate CC1(C[C@H](N(C1)C(=O)OC)C(=O)[O-])C